CN1N=C(C(=C1)C(=O)O\N=C\C1=C(C=C(C=C1)Cl)Cl)C(F)F (E)-2,4-Dichlorobenzaldehyde O-(1-methyl-3-(difluoromethyl)-1H-pyrazole-4-carbonyl) oxime